1-(2-chlorophenyl)-4-(cyclopropylamino)-7-(trifluoromethyl)-1,8-naphthyridin-2(1H)-one ClC1=C(C=CC=C1)N1C(C=C(C2=CC=C(N=C12)C(F)(F)F)NC1CC1)=O